(-)-2-(4-chloro-3-fluorophenyl)-2-[(4-{[(1,3-oxazol-2-yl)amino]methyl}-1H-1,3-benzodiazol-2-yl)amino]propyl 2,2-dimethylpropanoate CC(C(=O)OCC(C)(NC1=NC2=C(N1)C=CC=C2CNC=2OC=CN2)C2=CC(=C(C=C2)Cl)F)(C)C